5-ethynyl-2-(trifluoromethyl)pyridine C(#C)C=1C=CC(=NC1)C(F)(F)F